Cl.NC=1C(=NC(=CN1)C=1C=NN(C1)C1CCNCC1)C(=O)O[C@@H](C(NC1=CC=CC=C1)=O)C1=CC=CC=C1 (R)-2-oxo-1-phenyl-2-(phenylamino)ethyl 3-amino-6-(1-(piperidin-4-yl)-1H-pyrazol-4-yl)pyrazine-2-carboxylate hydrochloride